3,5-di-tert-butyl-4-hydroxy-toluene C(C)(C)(C)C=1C=C(C)C=C(C1O)C(C)(C)C